tert-butyl N-{[5-(2-fluorophenyl)-1-[3-(pyridine-3-sulfonylamino) benzenesulfonyl]-1H-pyrrol-3-yl] methyl}-N-methylcarbamate FC1=C(C=CC=C1)C1=CC(=CN1S(=O)(=O)C1=CC(=CC=C1)NS(=O)(=O)C=1C=NC=CC1)CN(C(OC(C)(C)C)=O)C